(E)-3-(dimethylamino)-1-(pyridine-3-yl)prop-2-en-1-one CN(/C=C/C(=O)C=1C=NC=CC1)C